(trans)-2-(4-bromo-3-fluorophenyl)-4-hydroxypyrrolidine-1-carboxylic acid tert-butyl ester C(C)(C)(C)OC(=O)N1[C@H](C[C@@H](C1)O)C1=CC(=C(C=C1)Br)F